2-[(2-chloroacetyl)-(2,6-difluoro-4-pyridinyl)amino]-N-(2,2-dimethylcyclobutyl)-5-methyl-thiazole-4-carboxamide ClCC(=O)N(C=1SC(=C(N1)C(=O)NC1C(CC1)(C)C)C)C1=CC(=NC(=C1)F)F